S1C(NC2=C1C=CC=C2)=S 2(3H)-benzothiazole-thione